C1(=CC=CC=C1)P(OC1=C(C(=CC(=C1)C(C)(CCCCCC)C)O)C1=CC(=CC=C1)C)(OC)=O 6-hydroxy-3'-methyl-4-(2-methyloctan-2-yl)-[1,1'-biphenyl]-2-yl methyl phenylphosphonate